3-(7-((2R,3R,4S,5R)-5-((R)-bicyclo[4.2.0]octa-1(6),2,4-trien-3-yl(hydroxy)methyl)-3,4-dihydroxytetrahydrofuran-2-yl)-7H-pyrrolo[2,3-d]pyrimidin-4-yl)-1,1-dimethylurea C1=2C=C(C=CC2CC1)[C@H]([C@@H]1[C@H]([C@H]([C@@H](O1)N1C=CC2=C1N=CN=C2NC(N(C)C)=O)O)O)O